NCCNCCNCCNCCN tetraethylene-pentamine